ClC=1C=CC(=C(C(=O)N)C1)S(N[C@@H]([C@H](C)C1=C(C(=CC=C1Cl)F)C)C=1OC(NN1)=O)(=O)=O 5-chloro-2-(N-((1S,2R)-2-(3-chloro-6-fluoro-2-tolyl)-1-(5-oxo-4,5-dihydro-1,3,4-oxadiazol-2-yl)propyl)sulfamoyl)benzamide